4,4,4-trifluoro-2-(2,2,2-trifluoroethyl)but-2-enoic acid methyl ester COC(C(=CC(F)(F)F)CC(F)(F)F)=O